1,1'-(2,2-dimethylpropane-1,3-diyldisulfinyl)bis(N,N-diethylformamide) CC(CS(=O)C(=O)N(CC)CC)(CS(=O)C(=O)N(CC)CC)C